COC=1C=C(C=C(C1C(NCC(F)(F)F)=O)OC)C1=CN=C2N1C=CC(=C2)C=2C=NN(C2)C(C(=O)OCC)(C)C ethyl 2-[4-[3-[3,5-dimethoxy-4-(2,2,2-trifluoroethyl-carbamoyl)phenyl] imidazo[1,2-a]pyridin-7-yl] pyrazol-1-yl]-2-methyl-propanoate